CN1N=C(C(=C1)C=1SC(=CN1)NC1=NC2=C(C=CC(=C2C=N1)N1[C@@H]([C@H](C1)CS(=O)(=O)C)C)C(C)C)C 2-(1,3-Dimethyl-1H-pyrazol-4-yl)-N-(8-isopropyl-5-((2R,3S)-2-methyl-3-((methanesulfonyl)methyl)azetidin-1-yl)quinazolin-2-yl)thiazol-5-amine